ethyl (2R)-2,3-epoxypropanoate C([C@H]1CO1)(=O)OCC